2-Chloro-N-{2-[4-(difluoromethyl)-1,3-thiazol-5-yl]-2-{4-[(2-methoxypyrimidin-4-yl)oxy]piperidin-1-yl}ethyl}-6-fluorobenzamide ClC1=C(C(=O)NCC(N2CCC(CC2)OC2=NC(=NC=C2)OC)C2=C(N=CS2)C(F)F)C(=CC=C1)F